(2-amino-6-chloro-phenyl)-(3-fluoro-2-pyridinyl)methanone NC1=C(C(=CC=C1)Cl)C(=O)C1=NC=CC=C1F